6,7-bis(2-methoxyethoxy)-3H-quinazolin-4-one COCCOC=1C=C2C(NC=NC2=CC1OCCOC)=O